2-(1-methoxy-3,3-dimethyl-1-oxobutan-2-yl)-1-oxoisoindoline COC(C(C(C)(C)C)N1C(C2=CC=CC=C2C1)=O)=O